FC(CNC(=O)C1=NC=CC=C1)(F)F N-(2,2,2-trifluoroethyl)pyridinamide